N-((1s,3s)-3-((5-(1-(2,2-difluoroethyl)-4-fluoro-2-methyl-1H-benzo[d]imidazol-6-yl)-4-methoxy-7H-pyrrolo[2,3-d]pyrimidin-2-yl)amino)-1-methylcyclobutyl)acetamide FC(CN1C(=NC2=C1C=C(C=C2F)C2=CNC=1N=C(N=C(C12)OC)NC1CC(C1)(C)NC(C)=O)C)F